(2S)-3-cyclopropyloxy-2-[9H-fluoren-9-yl-Methoxycarbonyl(methyl)amino]propanoic acid C1(CC1)OC[C@@H](C(=O)O)N(C)C(=O)OCC1C2=CC=CC=C2C=2C=CC=CC12